3-methyl-5-fluoro-1H-pyrazolo[3,4-B]pyridine CC1=NNC2=NC=C(C=C21)F